O=C1NC(CCC1N1C(C2=CC=C(C=C2C1=O)NS(=O)(=O)CC1=CC=CC=C1)=O)=O N-(2-(2,6-dioxopiperidin-3-yl)-1,3-dioxoisoindolin-5-yl)-1-phenylmethane-sulfonamide